1-(4'-methyl-benzyl)-2,4,6-trihydroxybenzene CC1=CC=C(CC2=C(C=C(C=C2O)O)O)C=C1